ClC1=CC2=C(C=N1)COC2(C)C 6-chloro-1,1-dimethyl-1,3-dihydrofuro[3,4-c]pyridine